[Na+].[Na+].BrC=1C=CC(=NC1)N=NC1=C(C=C(C=C1)N(CCCS(=O)(=O)[O-])CCC)O.BrC=1C=CC(=NC1)N=NC1=C(C=C(C=C1)N(CCC)CCCS(=O)(=O)[O-])O 2-(5-bromo-2-pyridylazo)-5-[N-propyl-N-(3-sulfopropyl)amino]phenol disodium salt